6-(methylamino)-5-nitropyridine-3-carbonitrile CNC1=C(C=C(C=N1)C#N)[N+](=O)[O-]